N-[(3R,4R)-1-[1-cyclopropyl-5-[[1-(2,6-difluorophenyl)-6-oxo-pyridazin-3-carbonyl]amino]indazol-4-yl]-4-methyl-pyrrolidin-3-yl]carbamic acid tert-butyl ester C(C)(C)(C)OC(N[C@H]1CN(C[C@H]1C)C1=C2C=NN(C2=CC=C1NC(=O)C1=NN(C(C=C1)=O)C1=C(C=CC=C1F)F)C1CC1)=O